4-methyl-1-[(1R)-1-methyl-2-(4-methylsulfonyl-piperazin-1-yl)ethyl]-5-[[2-[6-(2,2,2-trifluoroethyl)quinazolin-4-yl]-2,7-diazaspiro[3.5]nonan-7-yl]methyl]indole-2-carbonitrile CC1=C2C=C(N(C2=CC=C1CN1CCC2(CN(C2)C2=NC=NC3=CC=C(C=C23)CC(F)(F)F)CC1)[C@@H](CN1CCN(CC1)S(=O)(=O)C)C)C#N